2-[Methyl-(1-methyl-piperidine-3-carbonyl)-amino]-5-oxo-5H-thieno[3,2-b]pyran-6-carboxylic acid CN(C1=CC=2OC(C(=CC2S1)C(=O)O)=O)C(=O)C1CN(CCC1)C